CC1C(CCC(=C1)C)C=O 2,4-Dimethyl-3-cyclohexen-1-carboxaldehyd